COC1=CC=C(C=C1)COCC(=O)OC1=CC=2C3=C(C=NC2C=C1Cl)CN([C@H]3C)C(COCC3=CC=C(C=C3)OC)=O [(1S)-7-chloro-2-[2-[(4-methoxyphenyl)methoxy]acetyl]-1-methyl-1,3-dihydropyrrolo[3,4-c]quinolin-8-yl] 2-[(4-methoxyphenyl)methoxy]acetate